Cl(=O)(=O)(=O)[O-].[K+].[H-].[Zr+4] zirconium hydride potassium perchlorate